C(#N)C=1C=NN2C1C(=CC(=C2)OCC)C=2C=CC(=NC2)N2C[C@@H]([C@H](CC2)NC(C2=NC=CC=C2C(F)(F)F)=O)O N-((3S,4S)-1-(5-(3-cyano-6-ethoxypyrazolo[1,5-a]pyridin-4-yl)pyridin-2-yl)-3-hydroxypiperidin-4-yl)-3-(trifluoromethyl)picolinamide